C12=CC(=CC=C1)SS2 m-phenylenedisulfide